C(#N)C=1C(=NC=CN1)NC(C(=O)O)CCN(CCCCC1=NC=2NCCCC2C=C1)CC(C)OC 2-((3-cyanopyrazin-2-yl)amino)-4-((2-methoxypropyl)(4-(5,6,7,8-tetrahydro-1,8-naphthyridin-2-yl)butyl)amino)butanoic acid